[4-(chlorocarbonyl)phenyl]boric acid ClC(=O)C1=CC=C(C=C1)OB(O)O